N-(2-aminoethyl)-2-(dimethylamino)acetamide trifluoroacetate FC(C(=O)O)(F)F.NCCNC(CN(C)C)=O